cyclopropylmethyl citronellate C(CC(C)CCC=C(C)C)(=O)OCC1CC1